C1(=CC=CC=C1)C(N1CC(C1)(O)C)C1=CC=CC=C1 1-(diphenylmethyl)-3-methylazetidin-3-ol